ClC1=C(C(C2=CC=CC=C2C1OC1=CC=CC=C1)OC1=CC=CC=C1)NCC1=CC=C(C(=O)NC=2C=CC=C3C=CC=NC23)C=C1 4-((3-chloro-1,4-diphenoxy-1,4-dihydronaphthalen-2-ylamino)methyl)-N-(quinolin-8-yl)benzamide